BrC1=C(C=CC(=C1)F)NC(=O)C=1C(=NN(C1)C)C(F)F N-(2-bromo-4-fluorophenyl)-3-difluoromethyl-1-methylpyrazole-4-carboxamide